C(C)(=O)[C@@H]1[C@@H]2CC[C@H](CN1C(=O)OCC[Si](C)(C)C)N2C(=O)OC(C)(C)C 8-(tert-butyl) 3-(2-(trimethylsilyl) ethyl) (1S,2S,5R)-2-acetyl-3,8-diazabicyclo[3.2.1]octane-3,8-dicarboxylate